FC1=CC(=C(C=C1C=1C=NC=NC1)NC(=O)C1=CNC(C=C1C(F)(F)F)=O)N1CCN(CC1)C N-[4-fluoro-2-(4-methylpiperazin-1-yl)-5-pyrimidin-5-ylphenyl]-6-oxo-4-(trifluoromethyl)-1H-pyridine-3-carboxamide